NC1=NC=2C=CC(=CC2C2=C1COC2)C(=O)N2[C@H](COCC2)C=2C=NC(=CC2)C(F)(F)F (4-amino-1,3-dihydrofuro[3,4-c]quinolin-8-yl)-[(3S)-3-[6-(trifluoromethyl)-3-pyridyl]morpholin-4-yl]methanone